OCC1=CC=C(C=C1)CC(=O)OCCC1CCN(CC1)CCSSCCN1CCC(CC1)CCOC(CC1=CC=C(C=C1)CO)=O ((disulfanediylbis(ethane-2,1-diyl))bis(piperidine-1,4-diyl))bis(ethane-2,1-diyl) bis(2-(4-(hydroxymethyl)phenyl)acetate)